tert-butyl 2-(4'-methoxy-[1,1'-biphenyl]-3-yl)acetate COC1=CC=C(C=C1)C1=CC(=CC=C1)CC(=O)OC(C)(C)C